BrC=1C=C2C(=NC1)N(C=C2C(=O)OC)C2COCC2 methyl 5-bromo-1-(tetrahydrofuran-3-yl)-1H-pyrrolo[2,3-b]pyridine-3-carboxylate